BrC1=C(C=CC(=C1)Cl)SC1=CC(C=2C3=C(N=C(C2C1=O)CC)N(C(N(C3=O)C)=O)C)=O 8-((2-bromo-4-chlorophenyl)thio)-6-ethyl-2,4-dimethylpyrimido[4,5-c]isoquinoline-1,3,7,10(2H,4H)-tetraone